(1S,5R,Z)-5-hydroxy-3-(2-((1R,3aS,7aR,E)-1-((R)-6-hydroxy-6-methylheptan-2-yl)-7a-methyloctahydro-4H-inden-4-ylidene)ethylidene)-2-methylenecyclohexyl (R,Z)-12-acetoxyoctadec-9-enoate C(C)(=O)O[C@@H](C\C=C/CCCCCCCC(=O)O[C@@H]1C(\C(\C[C@H](C1)O)=C/C=C\1/[C@@H]2CC[C@@H]([C@]2(CCC1)C)[C@H](C)CCCC(C)(C)O)=C)CCCCCC